N-((3R,4S)-1-(5-(6-ethoxy-1H-pyrazolo[3',4':3,4]pyrazolo[1,5-a]pyridin-4-yl)pyridin-2-yl)-3-hydroxypiperidin-4-yl)-3-(trifluoromethyl)picolinamide C(C)OC=1C=C(C=2N(C1)N=C1C2C=NN1)C=1C=CC(=NC1)N1C[C@H]([C@H](CC1)NC(C1=NC=CC=C1C(F)(F)F)=O)O